C(C(=C)C)(=O)OCCOC1=CC=C(C=C1)C(C1=CC=CC=C1)=O 2-(4-benzoylphenoxy)ethyl methacrylate